5-HYDROXYQUINOLINE-2-BORONIC ACID OC1=C2C=CC(=NC2=CC=C1)B(O)O